(2R,5S)-5-(aminomethyl)-2-[4-(4-chlorophenoxy)phenyl]-1,4-thiazepan-3-one NC[C@H]1NC([C@H](SCC1)C1=CC=C(C=C1)OC1=CC=C(C=C1)Cl)=O